formylsaccharin C(=O)N1S(=O)(=O)C2=CC=CC=C2C1=O